C(=O)ON=NOC=O azo diformate